ClC1=CC2=C(N=C(O2)C(=O)NC2=CC(=C(C=C2)F)[C@]2(NC(N(S(C2)(=O)=O)C)=N)C)C=C1 (R)-6-chloro-N-(4-fluoro-3-(3-imino-2,5-dimethyl-1,1-dioxo-1,2,4-thiadiazin-5-yl)phenyl)benzo[d]oxazole-2-carboxamide